C1(=CC=CC=C1)N(C1=CC=C(C=C1)C1=CC=2C(C3=CC(=CC=C3C2C=C1)C1=CC=C(C=C1)C=1OC(=NN1)C1=CC=CC=C1)(CCC)CCC)C1=CC=CC=C1 N,N-diphenyl-4-(7-(4-(5-phenyl-1,3,4-oxadiazole-2-yl)phenyl)-9,9-dipropyl-9H-fluoren-2-yl)aniline